BrC1=NC=C(N=C1)N1C[C@@H](N(CC1)C1=NC=C(C=C1)F)COC (R)-2-bromo-5-(4-(5-fluoropyridin-2-yl)-3-(methoxymethyl)piperazin-1-yl)pyrazine